(S)- and (R)-N-(5-(((S)-1-acetylpiperidin-3-yl)oxy)pyridin-2-yl)-2-((4-cyanophenEthyl)amino)-2-phenylacetamide C(C)(=O)N1C[C@H](CCC1)OC=1C=CC(=NC1)NC([C@H](C1=CC=CC=C1)NCCC1=CC=C(C=C1)C#N)=O |&1:18|